trans-6-chloro-N-(4-(5-(4-chlorophenyl)-1,3,4-oxadiazol-2-yl)cyclohexyl)quinoline-2-carboxamide ClC=1C=C2C=CC(=NC2=CC1)C(=O)N[C@@H]1CC[C@H](CC1)C=1OC(=NN1)C1=CC=C(C=C1)Cl